tert-butyl 2-(6-bromo-1-(tetrahydro-2H-pyran-2-yl)-1H-indazol-3-yl)-1-((2-(trimethylsilyl)ethoxy)methyl)-4,6-dihydropyrrolo[3,4-d]imidazole-5(1H)-carboxylate BrC1=CC=C2C(=NN(C2=C1)C1OCCCC1)C1=NC2=C(N1COCC[Si](C)(C)C)CN(C2)C(=O)OC(C)(C)C